C(C)(C)(C)OC(=O)N1CC(N(CC1)C=1C=C(C=CC1)C=1C(=C2C(=NC1)N(C=C2C#CC2=NC=CC=C2)C(=O)OC(C)(C)C)Cl)=O tert-butyl 5-(3-(4-(tert-butoxy carbonyl)-2-oxopiperazin-1-yl)phenyl)-4-chloro-3-(pyridin-2-ylethynyl)-1H-pyrrolo[2,3-b]pyridine-1-carboxylate